N-(2-ethyl-3-oxoisoindolin-5-yl)-4-fluoropyrrolidine-2-carboxamide C(C)N1CC2=CC=C(C=C2C1=O)NC(=O)C1NCC(C1)F